methyl-3-(dichloromethyl)-1-methyl-1H-pyrazole-4-carboxylate COC(=O)C=1C(=NN(C1)C)C(Cl)Cl